O=C1C(=C2C(=NN1)C=NN2)C#N 6-oxo-5,6-dihydro-1H-pyrazolo[4,3-c]pyridazin-7-carbonitrile